C(C)OC1=CC=C(C=C1)CCC[C@@H](C(=O)[O-])O (2S)-5-(4-ethoxyphenyl)-2-hydroxyvalerate